NCC=1C=C(C=CC1)C1=CC(=CC=2C=C(OC21)COC2=C(C=CC=C2)CC(=O)OC(C)(C)C)C(C)O tert-butyl 2-(2-((7-(3-(aminomethyl)phenyl)-5-(1-hydroxy ethyl)benzofuran-2-yl)methoxy)phenyl)acetate